1-[2-methyl-5-[2-oxo-2-[4-(4-piperidylmethyl)piperazin-1-yl]ethoxy]phenyl]hexahydropyrimidine-2,4-dione CC1=C(C=C(C=C1)OCC(N1CCN(CC1)CC1CCNCC1)=O)N1C(NC(CC1)=O)=O